BrC=1C=CN(NN1)N 6-bromo-1,2,3-triazin-3-amine